C(C)(C)(C)OC1=NC=C(C(=N1)OC(C)(C)C)C1=NC(=NC(=C1)Cl)C(F)F 2',4'-di-tert-butoxy-6-chloro-2-(difluoromethyl)-4,5'-bipyrimidin